(R)-3-bromo-5-(3-methylmorpholino)-1-((2-(trimethylsilyl) ethoxy) methyl)-1H-pyrazolo[4,3-b]Pyridin-7-yl triflate O(S(=O)(=O)C(F)(F)F)C1=C2C(=NC(=C1)N1[C@@H](COCC1)C)C(=NN2COCC[Si](C)(C)C)Br